(3R,7R)-9-((R)-1-(5-cyclopropylpyrazin-2-yl)ethyl)-2-(3,4-dichlorobenzoyl)-3,7-Dimethyl-1,2,3,4,8,9-hexahydropyrido[4',3':3,4]Pyrazolo[1,5-a]Pyrazin-10(7H)-one C1(CC1)C=1N=CC(=NC1)[C@@H](C)N1C(C=2N([C@@H](C1)C)N=C1C2CN([C@@H](C1)C)C(C1=CC(=C(C=C1)Cl)Cl)=O)=O